1-(5-((4-carboxy-4-methylpentyl)oxy)pentyl)cyclopropane C(=O)(O)C(CCCOCCCCCC1CC1)(C)C